FC(C(=O)O)(F)F.NCC(=O)N[C@H](C(=O)NCCN1C(C=CC1=O)=O)CC1=CC=CC=C1 (S)-2-(2-aminoacetamido)-N-(2-(2,5-dioxo-2,5-dihydro-1H-pyrrole-1-yl)ethyl)3-phenylpropanamide trifluoroacetate Salt